N-(2-(4-((1S,4S)-2-oxa-5-azabicyclo[2.2.1]heptane-5-yl)piperidine-1-yl)-5-((6-((R)-3-(3-chloro-2-methylphenyl)isoxazolidine-2-yl)pyrimidine-4-yl)amino)-4-methoxyphenyl)acrylamide [C@@H]12OC[C@@H](N(C1)C1CCN(CC1)C1=C(C=C(C(=C1)OC)NC1=NC=NC(=C1)N1OCC[C@@H]1C1=C(C(=CC=C1)Cl)C)NC(C=C)=O)C2